OC1=NOC2=C(C=C1)C=CC(=C2O)CN2CCN(CC2)C 3,9-dihydroxy-8-((4-methylpiperazin-1-yl)methyl)benzo[5,6]oxazepin